C(C)(C)(C)C1=NOC(=N1)C(=O)N[C@@H](C)C1=C(C=C(C=C1)C1=CC(=NC=C1)NC(=O)C1CC1)C(F)(F)F (S)-3-(tert-butyl)-N-(1-(4-(2-(cyclopropanecarboxamido)pyridin-4-yl)-2-(trifluoromethyl)phenyl)ethyl)-1,2,4-oxadiazole-5-carboxamide